C1C(CC12CCNCC2)N2CCC(CC2)C2=CC1=C(N(C(N1C)=O)C1C(NC(CC1)=O)=O)C=C2F 3-(5-(1-(7-azaspiro[3.5]nonan-2-yl)piperidin-4-yl)-6-fluoro-3-methyl-2-oxo-2,3-dihydro-1H-benzo[d]imidazol-1-yl)piperidine-2,6-dione